P(O)(=O)(OP(=O)(O)OP(=O)(O)O)OC[C@@H]1[C@H]([C@H]([C@@H](O1)N1C(=O)NC(=O)C=C1)O)O Uridin-Triphosphat